C1(=CC=CC=C1)C(C1=CC=CC=C1)=N[C@@H](C[C@H]1C(N(CC1)C(=O)OC(C)(C)C)=O)C(=O)OC tert-butyl (S)-3-((S)-2-((diphenylmethylene) amino)-3-methoxy-3-oxopropyl)-2-oxopyrrolidine-1-carboxylate